5-methyl-2-pyrimidin-2-yl-5,6,7,8-tetrahydropyrido[4,3-d]pyrimidine CC1NCCC=2N=C(N=CC21)C2=NC=CC=N2